8-Chloro-7-(6-{3,8-diazabicyclo[3.2.1]octan-8-yl}-5-methyl-1H-pyrazolo[3,4-b]pyrazin-3-yl)-N,N-dimethylquinoxalin-2-amine ClC=1C(=CC=C2N=CC(=NC12)N(C)C)C1=NNC2=NC(=C(N=C21)C)N2C1CNCC2CC1